FC(COC1=NC=CC(=N1)CNC(=O)NC1CC(C1)C(F)(F)F)(F)F 1-[[2-(2,2,2-trifluoroethoxy)pyrimidin-4-yl]methyl]-3-[(1r,3r)-3-(trifluoromethyl)cyclobutyl]urea